FC1=C(C(=C(C(=C1F)F)F)F)[B-](C1=C(C(=C(C(=C1F)F)F)F)F)(C1=C(C(=C(C(=C1F)F)F)F)F)C1=C(C(=C(C(=C1F)F)F)F)F.C(CCCCCCCCCCCCCCCCC)[NH+](CCCCCCCCCCCCCCCCCC)C1=C(C=CC=C1)C N,N-dioctadecyl-toluyl-ammonium tetrakis(perfluorophenyl)borate